ClC=1C=CC(=NC1)NC=O N-(5-chloro(2-pyridyl))carboxamide